5-(((1H-1,2,4-triazol-3-yl)amino)methyl)-6-(4-methoxyphenyl)-2,3-diphenylpyrazolo[1,5-a]pyrimidin-7(4H)-one N1N=C(N=C1)NCC=1NC=2N(C(C1C1=CC=C(C=C1)OC)=O)N=C(C2C2=CC=CC=C2)C2=CC=CC=C2